C1N(CCC2=CC=CC=C12)C[C@H](CN1C[C@H](OC2=C(C1=O)C=CC(=C2)O[C@H]2CN(CC2)C)C)O (2R)-4-[(2R)-3-(3,4-dihydro-1H-isoquinolin-2-yl)-2-hydroxy-propyl]-2-methyl-8-[(3R)-1-methylpyrrolidin-3-yl]oxy-2,3-dihydro-1,4-benzoxazepin-5-one